nickel-zinc sodium manganate [Mn](=O)(=O)([O-])[O-].[Na+].[Zn+2].[Ni+2]